N-[7-chloro-6-[4-(3-methyltetrahydrofuran-3-yl)piperazin-4-ium-1-yl]-3-isoquinolyl]-2-[1-methyl-5-(trifluoromethyl)pyrazol-4-yl]cyclopropanecarboxamide ClC1=C(C=C2C=C(N=CC2=C1)NC(=O)C1C(C1)C=1C=NN(C1C(F)(F)F)C)N1CC[NH+](CC1)C1(COCC1)C